C1(CC1)C1=C(C(=NO1)C1=C(C=CC=C1F)F)C(=O)OC1C[C@H]2CC[C@@H](C1)N2C(=O)OC(C)(C)C tert-butyl (1R,3S,5S)-3-[[5-cyclopropyl-3-(2,6-difluorophenyl)-1,2-oxazol-4-yl]carbonyloxy]-8-azabicyclo[3.2.1]octane-8-carboxylate